(E)-3-phenylprop-1-en C1(=CC=CC=C1)CC=C